C(C)OC(=O)C=1NC2=C(C=CC=C2C1)NC(C(CC)Br)=O.S1C=NC2=C1C(=CC=C2)C2=CC=C(C=C2)C2CN(C2)C(=O)NC=2N=C(SC2)C#C 3-(4-(Benzo[d]thiazol-7-yl)phenyl)-N-(2-ethynyl-thiazol-4-yl)azetidine-1-carboxamide ethyl-7-(2-bromobutanoylamino)-1H-indole-2-carboxylate